5-bromo-3-fluoro-4-methoxy-pyridin-2-amine BrC=1C(=C(C(=NC1)N)F)OC